CN1N=C(N=C1)S(=O)(=O)Cl 1-methyl-1H-1,2,4-triazole-3-sulfonyl chloride